2-fluoro-3-(2,2,2-trifluoroethoxy)benzaldehyde FC1=C(C=O)C=CC=C1OCC(F)(F)F